6-(benzyloxy)-9-phenoxy-[1,2,4]triazolo[5,1-a]isoquinoline-5-carboxylic acid C(C1=CC=CC=C1)OC1=C(N2C(C3=CC(=CC=C13)OC1=CC=CC=C1)=NC=N2)C(=O)O